C(C1=CC=CC=C1)OC(CCN)C 3-(Benzyloxy)butan-1-amine